3-(2,5-bis(4-fluorophenyl)-1H-pyrrol-3-yl)propanoic acid FC1=CC=C(C=C1)C=1NC(=CC1CCC(=O)O)C1=CC=C(C=C1)F